methyltriacetamide CCC(=O)N(C(=O)C)C(=O)C